S1C=C(C=C1)C=1C=CN2C1C=NC1=CC=CC=C21 3-(thiophen-3-yl)pyrrolo[1,2-a]quinoxaline